(6-(1,1-difluoroethyl)pyridin-2-yl)-N2-(3,5-difluorophenyl)-N4-isopropyl-1,3,5-triazine-2,4-diamine FC(C)(F)C1=CC=CC(=N1)C1=NC(=NC(=N1)NC1=CC(=CC(=C1)F)F)NC(C)C